1-((2-((2-chloro-3-(3'-chloro-6-methoxy-5-((7-oxo-2,6-diazaspiro[3.4]octan-2-yl)methyl)-[2,4'-bipyridin]-2'-yl)phenyl)amino)-3-fluoropyridin-4-yl)methyl)piperidine-4-carboxylic acid ClC1=C(C=CC=C1C1=NC=CC(=C1Cl)C1=NC(=C(C=C1)CN1CC2(C1)CNC(C2)=O)OC)NC2=NC=CC(=C2F)CN2CCC(CC2)C(=O)O